CCC(=O)OC=C.CCC(=O)OCC(C)C vinyl isobutyl bis(methyl acetate)